3-[[2-(1H-indol-3-yl)-2-oxo-1-phenyl-ethyl]amino]-N,N-dimethyl-benzamide N1C=C(C2=CC=CC=C12)C(C(C1=CC=CC=C1)NC=1C=C(C(=O)N(C)C)C=CC1)=O